C(C)C1=CC=C(C=C1)C(C1=CC=CC=C1)=O 4'-ethylbenzophenone